C(C)OP(=O)(OCC)[C@@](C)(F)C=1C=CC2=C(C=C(S2)C(=O)O)C1 |r| rac-5-[1-(Diethoxyphosphoryl)-1-fluoroethyl]-1-benzothiophene-2-carboxylic Acid